2-(2-((2-(2,6-dioxopiperidin-3-yl)-1,3-dioxoisoindolin-4-yl)amino)ethoxy)acetaldehyde O=C1NC(CCC1N1C(C2=CC=CC(=C2C1=O)NCCOCC=O)=O)=O